C1CCC(CC1)CC(=O)[O-].C(CCCCCCC)[N+](C)(CCCCCCCC)CCCCCCCC trioctylmethylammonium 4-cyclohexylacetate